CO[C@@H](C)C1=C(C=NN1C=1C=NC=CC1)NC(OC(C)(C)C)=O tert-butyl N-{5-[(1S)-1-methoxyethyl]-1-(pyridin-3-yl)-1H-pyrazol-4-yl}carbamate